(S)-2,3,10-trimethoxy-9-carbamoyl-6,8,13,13a-tetrahydro-5H-dibenzo[a,g]quinolizine COC=1C(=CC2=C([C@@H]3CC4=C(CN3CC2)C(=C(C=C4)OC)C(N)=O)C1)OC